(R)-methyl 2-methyl-5-((1-methylazetidin-2-yl)methoxy)benzoate CC1=C(C(=O)OC)C=C(C=C1)OC[C@@H]1N(CC1)C